N-((6-((3R,5S)-3,5-Dimethylpiperazin-1-yl)-4-(trifluoromethyl)pyridin-2-yl)methyl)-5-(1-methyl-1H-pyrazol-4-yl)-7H-pyrrolo[2,3-d]pyrimidin-4-amine C[C@@H]1CN(C[C@@H](N1)C)C1=CC(=CC(=N1)CNC=1C2=C(N=CN1)NC=C2C=2C=NN(C2)C)C(F)(F)F